2-Propenoic acid, 1-methyl-1-(4-methyl-2-oxocyclohexyl)ethyl ester C(C=C)(=O)OC(C)(C1C(CC(CC1)C)=O)C